N[C@@H](C(=O)N)CCCCNC(COCC(CO)CO)COCC(CO)CO (2R)-2-amino-6-((1,3-bis(3-hydroxy-2-(hydroxymethyl)propoxy)propan-2-yl)amino)hexanamide